2-((S)-2-methylpiperazin-1-yl)pyrimido[5,4-c]quinoline C[C@@H]1N(CCNC1)C=1N=CC=2C=NC=3C=CC=CC3C2N1